Cl.O=C1NC(CC[C@@H]1NC1=CC(=C(C=C1)N1CCC(CC1)(O)CC(=O)O)F)=O (S)-2-(1-(4-((2,6-dioxopiperidin-3-yl)amino)-2-fluorophenyl)-4-hydroxypiperidin-4-yl)acetic acid hydrochloride